3-methoxycyclohexane-1-carboxylate COC1CC(CCC1)C(=O)[O-]